COC(=O)C1=C(C=CC=C1)S(=O)(=O)C1=C(C=C(C(=O)OC)C=C1)[N+](=O)[O-] methyl 4-((2-(methoxycarbonyl) phenyl) sulfonyl)-3-nitrobenzoate